ClC=1C(=CC(=NC1)N1CC2(CC1)OCCN(C2)C)N 5-chloro-2-(9-methyl-6-oxa-2,9-diazaspiro[4.5]decan-2-yl)pyridin-4-amine